3-(5,6-dichloropyridin-3-yl)-5-(2-(3,4-difluoropyrrolidin-1-yl)-2-oxoethyl)thieno[3,2-c]pyridin-4(5H)-one ClC=1C=C(C=NC1Cl)C1=CSC2=C1C(N(C=C2)CC(=O)N2CC(C(C2)F)F)=O